CON=C(CC)C=1N=C(SC1)C=O (4-(1-(methoxyimino)propyl)thiazol-2-yl)methanone